CC1=C2C(C(=CN(C2=NC(=C1)N1CC(C1)C(NCCC=1C=NC=CC1)=O)C1=NC=NS1)C(=O)O)=O 5-methyl-4-oxo-7-(3-{[2-(pyridin-3-yl)ethyl]carbamoyl}azetidin-1-yl)-1-(1,2,4-thiadiazol-5-yl)-1,4-dihydro-1,8-naphthyridine-3-carboxylic acid